indole iodide [I-].N1C=CC2=CC=CC=C12